FC1=CC(=C(C=C1)C=1N=C2N(C=CN=C2)C1N)C(F)(F)F (4-fluoro-2-(trifluoromethyl)phenyl)imidazo[1,2-a]pyrazin-3-amine